4-tert-butyl-dimethyl-cinnamic acid C(C)(C)(C)C1=CC=C(C(=C(C(=O)O)C)C)C=C1